8,8-difluoro-6-azaspiro[3.4]octane hydrochloride Cl.FC1(CNCC12CCC2)F